NC=1NC2=C(C=NC=C2N2C[C@@H](OCC2)C(=O)N2[C@H](C3=C(C=C(C=C3CC2)Cl)Cl)C)N1 ((R)-4-(2-amino-1H-imidazo[4,5-c]pyridin-7-yl)morpholin-2-yl)((S)-6,8-dichloro-1-methyl-3,4-dihydroisoquinolin-2(1H)-yl)methanone